1-(3-Bromo-6-chloro-2-pyridyl)-4-(oxetan-3-yl)piperazine BrC=1C(=NC(=CC1)Cl)N1CCN(CC1)C1COC1